FC1=CC=C(CNS(=O)(=O)C=2C(=CC(=C(C2)O)O)C2=CC(=CC=C2)O)C=C1 N-(4-fluorobenzyl)-3',4,5-trihydroxy-[1,1'-biphenyl]-2-sulfonamide